BrC=1C=C2C(=NC=NC2=CC1)NC=1C=C(C=CC1)NC(C=C)=O N-(3-((6-bromoquinazolin-4-yl)amino)phenyl)acrylamide